N1=CC=CC=2C3C=CC(C12)O3 5,8-dihydro-5,8-epoxyquinoline